(R)-N-(4-(7-(8-ethynyl-3-hydroxynaphthalen-1-yl)-8-fluoro-2-((tetrahydro-1H-pyrrolizin-7a(5H)-yl)methoxy)pyrido[4,3-d]pyrimidin-4-yl)-1,4-oxazepan-6-yl)acrylamide C(#C)C=1C=CC=C2C=C(C=C(C12)C1=C(C=2N=C(N=C(C2C=N1)N1CCOC[C@@H](C1)NC(C=C)=O)OCC12CCCN2CCC1)F)O